5-bromo-1-(4,4-difluorocyclohexyl)-2,3-dihydro-1H-pyrrolo[2,3-b]pyridine BrC=1C=C2C(=NC1)N(CC2)C2CCC(CC2)(F)F